N-(3-(5-(2-hydroxy-2-methylpropoxy)pyridin-2-yl)-1-methyl-1H-pyrazol-4-yl)-5'-methyl-[2,3'-bipyridine]-6-carboxamide OC(COC=1C=CC(=NC1)C1=NN(C=C1NC(=O)C1=CC=CC(=N1)C=1C=NC=C(C1)C)C)(C)C